C(#N)C1=CC(=C(COC2=NC(=NC=C2F)N2CCN(CC2)[C@@H](C)C2=NC3=C(N2C[C@H]2OCC2)C=C(C=C3)C(=O)OC)C=C1)F methyl 2-((S)-1-(4-(4-((4-cyano-2-fluorobenzyl) oxy)-5-fluoropyrimidin-2-yl) piperazin-1-yl) ethyl)-1-(((S)-oxetan-2-yl) methyl)-1H-benzo[d]imidazole-6-carboxylate